FC(C=1C(N(C(N(N1)CC1=CC=C(C=C1)OC)=O)CC1=CC=C(C=C1)OC)=O)F 6-(difluoromethyl)-2,4-bis(4-methoxybenzyl)-1,2,4-triazine-3,5(2H,4H)-dione